[Si](C)(C)(C(C)(C)C)OCCN1N=C(C=C1)I (2-((tert-butyldimethylsilyl)oxy)ethyl)-3-iodo-1H-pyrazole